N=1N(N=CC1)C1=NC=CC(=N1)COC1=CC=C(C=C1)C(C)(C)C1=CC=C(OC2CC(C2)NC=2C=C3CN(CC3=CC2)C2C(NC(CC2)=O)=O)C=C1 5-(((1s,3s)-3-(4-(2-(4-((2-(2H-1,2,3-triazol-2-yl)pyrimidin-4-yl)methoxy)phenyl)propan-2-yl)phenoxy)cyclobutyl)amino)-2-(2,6-dioxopiperidin-3-yl)isoindoline